BrC1=CC2=C(C(=NO2)NC(OC(C)(C)C)=O)C=C1 tert-butyl (6-bromobenzo[d]isoxazol-3-yl)carbamate